(S)-3-(5-(((S)-1-((7-Fluoro-2-morpholinoquinazolin-6-yl)methyl)pyrrolidin-3-yl)oxy)-1-oxoisoindolin-2-yl)piperidine-2,6-dione FC1=C(C=C2C=NC(=NC2=C1)N1CCOCC1)CN1C[C@H](CC1)OC=1C=C2CN(C(C2=CC1)=O)[C@@H]1C(NC(CC1)=O)=O